9-(1-naphthalenyl)-10-(4-(2-naphthalenyl)phenyl)anthracene C1(=CC=CC2=CC=CC=C12)C=1C2=CC=CC=C2C(=C2C=CC=CC12)C1=CC=C(C=C1)C1=CC2=CC=CC=C2C=C1